ClC=1C=C(C=CC1)C1(CC1)NC(=O)C1=NN(C(C=C1)=O)C1=C(C=CC=C1)F N-(1-(3-chlorophenyl)cyclopropyl)-1-(2-fluorophenyl)-6-oxo-1,6-dihydropyridazine-3-carboxamide